N-(6-((1H-pyrazol-1-yl)methyl)-4-methoxybenzo[d]isoxazol-3-yl)-2,4-dimethoxy-6-(trifluoromethyl)pyridine-3-sulfonamide N1(N=CC=C1)CC1=CC2=C(C(=NO2)NS(=O)(=O)C=2C(=NC(=CC2OC)C(F)(F)F)OC)C(=C1)OC